CN1[C-]=CC=C1 N-methyl-2-pyrrolid